CC1=NC2=C(C=C(C=C2C(=C1)OS(=O)(=O)C(F)(F)F)C=1CCN(CC1)C(=O)OC(C)(C)C)C(F)(F)F Tert-butyl 4-(2-methyl-8-(trifluoromethyl)-4-(((trifluoromethyl) sulfonyl) oxy) quinolin-6-yl)-3,6-dihydropyridine-1(2H)-carboxylate